FC=1C=C(C=CC1)C=1C(=NN(C1C(=O)O)C=1SC(=C(N1)N1CCC(CC1)C(C)C)SC(C)C)C 4-(3-fluorophenyl)-1-(4-(4-isopropylpiperidin-1-yl)-5-(isopropylthio)thiazol-2-yl)-3-methyl-1H-pyrazole-5-carboxylic acid